CC1=C(C=CC=2C[Se](CC21)=O)C 4,5-dimethyl-1,3-dihydrobenzo[c]selenophene-2-oxide